bromo-1-(2-((tert-butoxycarbonyl)amino)ethyl)-4-nitro-1H-pyrazole-5-carboxylic acid methyl ester COC(=O)C1=C(C(=NN1CCNC(=O)OC(C)(C)C)Br)[N+](=O)[O-]